ClC1=NC(=NC(=C1I)Cl)C 4,6-Dichloro-5-iodo-2-methylpyrimidine